NCCCC[Si](OCC)(C)C gamma-aminopropyl-trimethyl-(ethoxysilane)